FC1=C2CN(CC2=CC=C1)C(CS(=O)(=O)C1=CC=CC=C1)=O 1-(4-fluoro-1,3-dihydro-2H-isoindol-2-yl)-2-(phenylsulfonyl)ethanone